COCN(COC)C1=NC(=NC(=N1)N(COC)COC)C1=CC=CC=C1 2,4-bis[N,N-bis(methoxymethyl)amino]-6-phenyl-1,3,5-triazine